1-(4-(2-(3-(4-(tert-Butyl)piperazin-1-yl)phenyl)-3-hydroxy-6-methylpyridin-4-yl)-2-chlorophenyl)-3-methylimidazolidin-2-one C(C)(C)(C)N1CCN(CC1)C=1C=C(C=CC1)C1=NC(=CC(=C1O)C1=CC(=C(C=C1)N1C(N(CC1)C)=O)Cl)C